CN(C)CC1=CC=2C3=C(N(C2C=C1)CC(F)(F)F)C(=NC(=N3)C(=O)O)OC 8-[(dimethylamino)methyl]-4-methoxy-5-(2,2,2-trifluoroethyl)pyrimido[5,4-b]indole-2-carboxylic acid